C(C)C1=NC(=NC=C1)N (E)-ethylpyrimidin-2-amine